C(C1CO1)OCCC[Si](OC)(OC)OC γ-glycidoxypropyltri-methoxysilane